N'-((2,3-bis(trifluoromethyl)-6,7-dihydro-5H-cyclopenta[b]pyridin-4-yl)carbamoyl)-1-ethyl-4-fluoro-1H-pyrazole-3-sulfonimidamide FC(C1=C(C(=C2C(=N1)CCC2)NC(=O)N=S(=O)(N)C2=NN(C=C2F)CC)C(F)(F)F)(F)F